4-sulfo-1,8-naphthalic anhydride C1=CC2=C(C=CC3=C2C(=C1)C(=O)OC3=O)S(=O)(=O)O